C(C)OC(CC(=O)C(OCCN1C(C=2C(C1=O)=CC=CC2)=O)CC)=O ethyl-4-(2-phthalimidoethoxy)acetoacetic acid ethyl ester